C(C)SC=1OC2=C(C=C(C=C2C(C1C)=O)C)[C@@H](C)OC=1C(=NC(=CC1)F)S(=O)(=O)N 3-[(1R)-1-(2-Ethylsulfanyl-3,6-dimethyl-4-oxo-chromen-8-yl)ethoxy]-6-fluoro-pyridine-2-sulfonamide